N(=[N+]=[N-])C(C)(C)C1=NN(C2=C1N(C=1C2=NC=C(C1)C1=C(N=NN1C)C)C(C1CCOCC1)C1=CC=CC=C1)C 3-(2-Azidopropan-2-yl)-6-(1,4-dimethyl-1H-1,2,3-triazol-5-yl)-1-methyl-4-(phenyl(tetrahydro-2H-pyran-4-yl)methyl)-1,4-dihydropyrazolo[3',4':4,5]pyrrolo[3,2-b]pyridine